FC(C)(F)C1=CC=NC=C1 4-(1,1-difluoroethyl)pyridin